N-[2-(diisopropylamino)ethyl]-4-(furo[3,2-c]pyridin-4-yl)benzamide dihydrochloride Cl.Cl.C(C)(C)N(CCNC(C1=CC=C(C=C1)C1=NC=CC2=C1C=CO2)=O)C(C)C